Trichlorovinyl-silane ClC(=C(Cl)Cl)[SiH3]